tert-butyl (S)-8-(((2S,3R)-3-((2-oxabicyclo[2.2.2]octan-4-yl)methoxy)-1-methoxy-1-oxobutan-2-yl)carbamoyl)-6-(thiazole-5-carbonyl)-2,6-diazaspiro[3.4]octane-2-carboxylate C12OCC(CC1)(CC2)CO[C@@H]([C@@H](C(=O)OC)NC(=O)[C@@H]2CN(CC21CN(C1)C(=O)OC(C)(C)C)C(=O)C1=CN=CS1)C